1-(3-chloro-5-fluoropyridin-2-yl)ethanamine ClC=1C(=NC=C(C1)F)C(C)N